3-(2-pyridylmethyl)-6-(2-pyridylethyl)-1,2,4,5-tetrazine N1=C(C=CC=C1)CC=1N=NC(=NN1)CCC1=NC=CC=C1